trans-3-methyl-3-ethylacrylic acid CC(=CC(=O)O)CC